2,6-dioxin C1OCC=CO1